titanium bis(triethanolamine) N(CCO)(CCO)CCO.N(CCO)(CCO)CCO.[Ti]